CN(CCCNC(=O)N1N=CC(=C1)C=1SC=C(N1)C(=O)N)C 2-(1-((3-(dimethylamino)propyl)carbamoyl)-1H-pyrazol-4-yl)thiazole-4-carboxamide